C(C)(C)(C)N(C(O)=O)CCCCOCCNC1=C2C=NN(C2=CC(=C1)C=1C(=NOC1)C)C1OCCCC1.N1(CCNCC1)CCC[Si](OC)(OC)OC gamma-piperazinyl-propyl-trimethoxysilane tert-butyl-(4-(2-((6-(3-methylisoxazol-4-yl)-1-(tetrahydro-2H-pyran-2-yl)-1H-indazol-4-yl)amino)ethoxy)butyl)carbamate